ClCC(=O)C1SC2(N(C1=O)CC=1OC(=CC1)C=1C=CC=C3C=CC=NC13)CCNCC2 (2-chloroacetyl)-4-((5-(quinolin-8-yl)furan-2-yl)methyl)-1-thia-4,8-diazaspiro[4.5]Decan-3-one